FC(CN1C(=NC2=C1C=C(C=C2)C=2C(=CN1N=C(N=C(C12)OC)N[C@@H]1[C@@H](CN(CC1)C1COC1)F)F)C)F 5-(1-(2,2-difluoroethyl)-2-methyl-1H-benzo[d]imidazol-6-yl)-6-fluoro-N-((3R,4S)-3-fluoro-1-(oxetan-3-yl)piperidin-4-yl)-4-methoxypyrrolo[2,1-f][1,2,4]triazin-2-amine